4-fluoroacetamidoglucose FCC(=O)N[C@@]([C@@H]([C@H](C=O)O)O)(O)[C@H](O)CO